4-(1-hydroxy-2-o-tolylaminoethyl)-1,3-dihydroimidazole-2-thione OC(CNC1=C(C=CC=C1)C)C=1NC(NC1)=S